N,N'-bis(2-cyanophenyl)methyl-1,2-ethylenediamine C(#N)C1=C(C=CC=C1)CNCCNCC1=C(C=CC=C1)C#N